CC1=C(C=CC=C1OC1=CC=C(N)C=C1)OC1=CC=C(N)C=C1 4,4'-[2-methyl-(1,3-phenylene)dioxy]dianiline